(3-aminopropyl)(4-((3-aminopropyl)amino)butyl)carbamic acid NCCCN(C(O)=O)CCCCNCCCN